O1C(=CC=C1)S(=O)(=O)C=1OC=CC1 furanyl sulfone